FC1=CC(=C(C=C1C=1CCN(CC1)CC=1SC=CN1)NC(=O)C1=CNC(C=C1C(F)(F)F)=O)N1C[C@H](N([C@H](C1)C)C)C |r| N-[4-fluoro-2-[rac-(3R,5S)-3,4,5-trimethylpiperazin-1-yl]-5-[1-(1,3-thiazol-2-ylmethyl)-3,6-dihydro-2H-pyridin-4-yl]phenyl]-6-oxo-4-(trifluoromethyl)-1H-pyridine-3-carboxamide